METHYL-[METhYLTHIOPHENYL]-MORPHOLINEPROPANONE CC1(N(CCOC1)CC(C)=O)C=1SC=CC1C